(3S)-3-[(8-carbamoyl-6-{[(3Z)-tetrahydrofuran-3-ylidene]methyl}pyrido[3,2-d]pyrimidin-4-yl)amino]piperidine-1-carboxylic acid tert-butyl ester C(C)(C)(C)OC(=O)N1C[C@H](CCC1)NC=1C2=C(N=CN1)C(=CC(=N2)\C=C\2/COCC2)C(N)=O